ClC1=C(C=C(C(=C1NC=1C(=C2C(N(C=NC2=CC1)C)=O)F)F)F)NS(=O)(=O)N1C2CC(C1)C2 N-(2-chloro-4,5-difluoro-3-((5-fluoro-3-methyl-4-oxo-3,4-dihydroquinazolin-6-yl)amino)phenyl)-2-azabicyclo[2.1.1]hexane-2-sulfonamide